C[C@@]12CCC=3N=C(SC3C2=CC[C@H]2[C@H]3[C@](CC[C@H]12)(/C(/CC3)=N/O)C)NCCC3=CC=CC=C3 (5aR,5bS,7aS,10aS,10bR,E)-5a,7a-dimethyl-2-(phenethylamino)-4,5,5a,5b,6,7,7a,9,10,10a,10b,11-dodecahydro-8H-cyclopenta[7,8]phenanthro[2,1-d]thiazol-8-one oxime